CN1N=CN=C1SC#N methyl-1H-1,2,4-triazol-5-yl thiocyanate